C(C1=CC=CC=C1)OC(N[C@H](C(=O)N)CN1C(NCC1)=O)=O (S)-(1-amino-1-oxo-3-(2-oxoimidazolin-1-yl)propan-2-yl)carbamic acid benzyl ester